C(C)(C)(C)OC(NC1(CCN(CC1)C1=NC(=C2C(=N1)NN=C2Br)C#N)C)=O (1-(3-bromo-4-cyano-1H-pyrazolo[3,4-d]pyrimidin-6-yl)-4-methylpiperidin-4-yl)carbamic acid tert-butyl ester